7-(3,4-dimethoxyphenyl)-N-(6-(morpholine-4-carbonyl)pyridin-3-yl)pyrazolo[1,5-a]pyrimidine-2-carboxamide COC=1C=C(C=CC1OC)C1=CC=NC=2N1N=C(C2)C(=O)NC=2C=NC(=CC2)C(=O)N2CCOCC2